(R)-(3-(3-cyclobutyl-1,2,4-thiadiazol-5-yl)-8-methyl-5,6-dihydro-[1,2,4]triazolo[4,3-a]pyrazin-7(8H)-yl)(2,4-difluorophenyl)methanone C1(CCC1)C1=NSC(=N1)C1=NN=C2N1CCN([C@@H]2C)C(=O)C2=C(C=C(C=C2)F)F